Benzyl (2S)-2-[(2S)-2-aminopropionylamino]-3-phenylpropionate trifluoroacetate salt FC(C(=O)O)(F)F.N[C@H](C(=O)N[C@H](C(=O)OCC1=CC=CC=C1)CC1=CC=CC=C1)C